C1(=CC=CC=C1)O[SiH3] phenyloxysilane